CC=1N(C(=CC1)C)C1=CC(=C(C=N1)N1CCN(CC1)C(=O)OC(C)(C)C)OC tert-butyl 4-(6-(2,5-dimethyl-1H-pyrrol-1-yl)-4-methoxypyridin-3-yl)piperazine-1-carboxylate